N-methyl-pyrazole-carboxamidine CNC(=N)C1=NNC=C1